3-(2-naphthyl)phenylboronic acid C1=C(C=CC2=CC=CC=C12)C=1C=C(C=CC1)B(O)O